morpholine-4-carboxylic acid tert.Butyl ester C(C)(C)(C)OC(=O)N1CCOCC1